N-cyclopropyl-5-(4-((7-ethyl-6-oxo-5,6-dihydro-1,5-naphthyridin-3-yl)methyl)piperazin-1-yl)-4-fluoropyridinecarboxamide C1(CC1)NC(=O)C1=NC=C(C(=C1)F)N1CCN(CC1)CC=1C=NC=2C=C(C(NC2C1)=O)CC